C(=O)C=1C=C(C=2N(C1)C=CN2)C(=O)NC=2C=NC=C(C2)C2(CC(C2)C)C2=NN=CN2C 6-formyl-N-(5-((1s,3s)-3-methyl-1-(4-methyl-4H-1,2,4-triazol-3-yl)cyclobutyl)pyridin-3-yl)imidazo[1,2-a]pyridine-8-carboxamide